2-(1-(6,7-dimethoxyquinolin-4-yl)piperidin-4-yl)propan COC=1C=C2C(=CC=NC2=CC1OC)N1CCC(CC1)C(C)C